COC1=C(C=C2C(=NC(=NC2=C1)C)N[C@H](C)C=1C=C(C=C(C1)C(F)(F)F)NC(OC(C)(C)C)=O)C1CCC(CC1)C(=O)N1CCN(CC1)CCOC1CCNCC1 tert-butyl (3-((R)-1-((7-methoxy-2-methyl-6-((1R,4R)-4-(4-(2-(piperidin-4-oxy)ethyl)piperazine-1-carbonyl)cyclohexyl)quinazolin-4-yl)amino)ethyl)-5-(trifluoromethyl)phenyl)carbamate